4-(((6-(2,5-diazabicyclo[4.1.0]heptan-2-yl)pyridin-2-yl)oxy)methyl)-3-fluorobenzonitrile C12N(CCNC2C1)C1=CC=CC(=N1)OCC1=C(C=C(C#N)C=C1)F